C(=O)=[Ag] carbonyl-silver